ClC=1C=C(C=C(C1OC1=CN(C(C=C1)=O)C1CCC1)Cl)N1N=C(C(NC1=O)=O)C#N 2-(3,5-Dichloro-4-[(1-cyclobutyl-6-oxo-1,6-dihydropyridin-3-yl)oxy]phenyl)-3,5-dioxo-2,3,4,5-tetrahydro-1,2,4-triazine-6-carbonitrile